C1=C(C=CC=2C3=CC=CC=C3C3=CC=CC=C3C12)C=1C=C(C=CC1)C1=CC(=CC=C1)C1=NC(=NC(=N1)C1=CC=CC=C1)C1=CC=CC=C1 2-[3'-(triphenylen-2-yl)-biphenyl-3-yl]-4,6-diphenyl-1,3,5-triazin